FC=1C(=NC=C(C1C1=CC=C2C(=NNC2=C1F)C=1NC=CN1)F)NS(=O)(=O)C1=C(C=CC(=C1)F)F N-(3,5-difluoro-4-(7-fluoro-3-(1H-imidazol-2-yl)-1H-indazol-6-yl)pyridin-2-yl)-2,5-difluorobenzene-sulfonamide